7-(Methyl-d3)-4,5,7,8,10,10a-hexahydro-9H-thieno[2',3':3,4]pyrido[1,2-a]pyrazine-9-carboxylic acid C(C1CN(CC2N1CCC1=C2SC=C1)C(=O)O)([2H])([2H])[2H]